C(C1=CC=CC=C1)OC1C(C1)NC {[2-(benzyloxy)cyclopropyl]amino}methane